C(C)OC1N(CCC(C1)C(=O)N[C@H]1CN(CC1)C)C=1C=CC(=NC1)C=1C=NC=CC1 ethoxy-[2,3'-bipyridine]-5-yl-N-[(3R)-1-methylpyrrolidin-3-yl]Piperidine-4-carboxamide